C(C1=CC=CC=C1)N1C[C@@H]2CN([C@H](C1)C(C2)(C)C)C2=CC=C(C=C2)OCC (1R,5S)-3-benzyl-6-(4-ethoxyphenyl)-9,9-dimethyl-3,6-diazabicyclo[3.2.2]nonane